3-cyclopentylpyrrolidin-2-one C1(CCCC1)C1C(NCC1)=O